FC=1C=C(C=CC1F)NC1CCC(CC1)NC(OC(C)(C)C)=O tert-butyl (4-((3,4-difluorophenyl)amino)cyclohexyl)carbamate